tert-butyl 4-(4-chloro-3-methyl-2-oxo-1H-benzimidazol-5-yl)piperidine-1-carboxylate ClC1=C(C=CC=2NC(N(C21)C)=O)C2CCN(CC2)C(=O)OC(C)(C)C